7,7'-((((1r,3r)-adamantane-2,2-diyl)bis(4,1-phenylene))-bis(oxy))bis(heptane-1-amine) hydrochloride Cl.C12C(C3CC(CC(C1)C3)C2)(C2=CC=C(C=C2)OCCCCCCCN)C2=CC=C(C=C2)OCCCCCCCN